ClC=1C=C(C=CC1F)C1=NN=C(S1)CSC1=CC(=C(OCC(=O)O)C=C1)C 2-(4-(((5-(3-chloro-4-fluorophenyl)-1,3,4-thiadiazol-2-yl)methyl)thio)-2-methylphenoxy)acetic acid